2-(4-(((7-(Cyclopentylamino)-5-fluoro-4-oxo-3,4-dihydroquinazolin-2-yl)methyl)thio)piperidin-1-yl)acetonitrile C1(CCCC1)NC1=CC(=C2C(NC(=NC2=C1)CSC1CCN(CC1)CC#N)=O)F